FC1=C(C2=C(C(=N1)OC)N=C(S2)NC(=O)N2C[C@@]1(CC2)COCCC1)C1=CC=CC=C1 (R)-7-Oxa-2-aza-spiro[4.5]decane-2-carboxylic acid (6-fluoro-4-methoxy-7-phenyl-thiazolo[4,5-c]pyridin-2-yl)-amide